(3S,4S)-tert-butyl 3-((6-(7-cyclopropoxyimidazo[1,2-a]pyridin-3-yl)pyridin-2-yl)amino)-4-fluoropyrrolidine-1-carboxylate C1(CC1)OC1=CC=2N(C=C1)C(=CN2)C2=CC=CC(=N2)N[C@H]2CN(C[C@@H]2F)C(=O)OC(C)(C)C